[1,2,4]thiadiazole S1N=CN=C1